OCCNC(=S)N 2-hydroxyethylthiourea